sulfurimidate S([O-])([O-])(=O)=N